5-bromo-2-(bromomethyl)-3-nitropyridine BrC=1C=C(C(=NC1)CBr)[N+](=O)[O-]